4-Bromo-3-nitroaniline BrC1=C(C=C(N)C=C1)[N+](=O)[O-]